2-((4-((7-Fluoroquinazolin-4-yl)amino)pentyl)(oxazol-2-ylmethyl)amino)ethan-1-ol FC1=CC=C2C(=NC=NC2=C1)NC(CCCN(CCO)CC=1OC=CN1)C